3-(3-(2,2-dimethyl-2,3-dihydropyrido[3,4-f][1,4]oxazepin-4(5H)-yl)-2,3-dihydro-1H-inden-5-yl)-3-(7-methoxy-1,4-dimethyl-1H-benzo[d][1,2,3]triazol-5-yl)propanoic acid, formic acid salt C(=O)O.CC1(OC2=C(CN(C1)C1CCC3=CC=C(C=C13)C(CC(=O)O)C1=C(C3=C(N(N=N3)C)C(=C1)OC)C)C=NC=C2)C